dioctyl terephthalate (dioctyl terephthalate) C(CCCCCCC)C=1C(=C(C(=O)O)C=CC1C(=O)O)CCCCCCCC.C(C1=CC=C(C(=O)OCCCCCCCC)C=C1)(=O)OCCCCCCCC